C1(CCCCC1)C1=NC2=C(C=C(C=C2C(N1C)=O)C)C(C)O 2-cyclohexyl-8-(1-hydroxyethyl)-3,6-dimethylquinazolin-4(3H)-one